ONC(/C=C/C1=CC=C2CCC(C2=C1)N(C(OCC1=CC(=CC(=C1)C(F)(F)F)C(F)(F)F)=O)C)=O 3,5-bis(trifluoromethyl)benzyl (E)-(6-(3-(hydroxyamino)-3-oxoprop-1-en-1-yl)-2,3-dihydro-1H-inden-1-yl)(methyl)carbamate